C(C)(C)(C)OC(=O)N1[C@H](CN(CC1)C(=O)C1CC1)C1=CC=C(C(=O)O)C=C1 4-[(2S)-1-[(tert-butoxy)carbonyl]-4-cyclopropanecarbonyl-piperazin-2-yl]benzoic acid